1-(((2R,3S)-2-Ethyl-5-oxomorpholin-3-yl)methoxy)imidazo[1,2-a][1,7]naphthyridin-6-carboxamid C(C)[C@@H]1[C@@H](NC(CO1)=O)COC1=NC=CC=2C=C(C=3N(C12)C=CN3)C(=O)N